Nickel-magnesium-boron [B].[Mg].[Ni]